OC1(C2=CC=CC=C2OC=2C=CC=CC12)O 9-hydroxyxanthenol